ClC1=NC(=CC(=C1)C(C)NCC1CC1)C (2-Chloro-6-methylpyridin-4-yl)-N-(cyclopropylmethyl)-ethan-1-amine